CC1=C(OC2=CC=C(C=C2)[N+]#N)C(=CC=C1C)C 4-(2,3,6-trimethylphenoxy)phenyl-diazonium